ClC=1C=C(C=CC1F)N(C(=O)[C@@H]1CNC(N1C(=O)OCC1=CC=CC=C1)=O)C (S)-benzyl 5-((3-chloro-4-fluorophenyl) (methyl) carbamoyl)-2-oxo-imidazolidine-1-carboxylate